phosphonomethoxydeoxythreoninyladenine P(=O)(O)(O)CON[C@@H](CC)C(=O)C1=NC(=C2NC=NC2=N1)N